BrC1=NN(C(=C1)C(=O)NC1=C(C=C(C=C1C(NC)=O)Cl)C)C1=NC=CC=C1Cl 3-bromo-4'-chloro-1-(3-chloro-2-pyridyl)-2'-methyl-6'-(methylcarbamoyl)pyrazole-5-formanilide